C(=C)C=1C=C2C(=CC(OC2=CC1)=O)C(=O)O 6-vinyl-coumarin-4-carboxylic acid